C1=CC=C(C(=C1)[N+]#N)S(=O)(=O)[O-] The molecule is the aromatic diazonium ion that is diazotised 2-aminobenzenesulfonic acid. It has a role as a hapten. It derives from a benzenesulfonate.